COC1=CC(=CC2=C1C=CO2)[C@H](C(=O)N2C[C@@]1(NC3=NC(=C(C=C3CC1)C1=NC=CC=N1)C)CC2)C (R)-2-(4-methoxybenzofuran-6-yl)-1-((S)-7'-methyl-6'-(pyrimidin-2-yl)-3',4'-dihydro-1'H-spiro[pyrrolidine-3,2-[1,8]naphthyridine]-1-yl)propan-1-one